methyl 10-hydroxy-13-methyltetradecanoate OC(CCCCCCCCC(=O)OC)CCC(C)C